tert-Butyl 2-(N-(2-((1H-imidazol-1-yl)methyl)benzyl)pivalamido)acetate N1(C=NC=C1)CC1=C(CN(C(C(C)(C)C)=O)CC(=O)OC(C)(C)C)C=CC=C1